C(C1=CC=CC=C1)N1CCC(CC1)NC=1N=C(C2=C(N1)N=C1C(=C2C)CCC1)N N2-(1-benzylpiperidin-4-yl)-5-methyl-7,8-dihydro-6H-cyclopenta[5,6]pyrido[2,3-d]pyrimidine-2,4-diamine